FC(F)[Li] difluoromethyl-lithium